CN1N=CC=2C=3C(N(C=C(C(NC4=NC5=CC=C(C=C5N4C(CCCCOC12)(C)C)N1CCN(CC1)C)=O)C3)C)=O 5,12,12,26-Tetramethyl-16-(4-methylpiperazin-1-yl)-7-oxa-4,5,13,20,22,26-hexaazapentacyclo[22.3.1.0^{2,6}.0^{13,21}.0^{14,19}]octacosa-1(28),2(6),3,14,16,18,20,24-octaene-23,27-dione